4-(2-(6-chloro-7-fluoroimidazo[1,2-a]pyridin-3-yl)pyrimidin-4-yl)-1-cyclopropylpiperazine-2-carboxamide ClC=1C(=CC=2N(C1)C(=CN2)C2=NC=CC(=N2)N2CC(N(CC2)C2CC2)C(=O)N)F